4-(6-chloro-8-fluoro-7-(tributylstannyl)quinazolin-4-yl)piperazine-1-carboxylic acid tert-butyl ester C(C)(C)(C)OC(=O)N1CCN(CC1)C1=NC=NC2=C(C(=C(C=C12)Cl)[Sn](CCCC)(CCCC)CCCC)F